tert-butyl 3-(8-bromo-3,6-dimethyl-4-oxo-3,4-dihydroquinazolin-2-yl)-3-methylazetidine-1-carboxylate BrC=1C=C(C=C2C(N(C(=NC12)C1(CN(C1)C(=O)OC(C)(C)C)C)C)=O)C